O=C1NC2=CC=CC=C2CC1NC(OC(C)(C)C)=O tert-butyl (2-oxo-1,2,3,4-tetrahydroquinolin-3-yl)carbamate